N-(7-(2-morpholinoethoxy)-4-(p-tolylamino)quinazolin-6-yl)isobutyramide O1CCN(CC1)CCOC1=C(C=C2C(=NC=NC2=C1)NC1=CC=C(C=C1)C)NC(C(C)C)=O